zirconium tetrakis(ethylacetoacetate) C(C)CC(CC(=O)[O-])=O.C(C)CC(CC(=O)[O-])=O.C(C)CC(CC(=O)[O-])=O.C(C)CC(CC(=O)[O-])=O.[Zr+4]